ClC1=NC=C(C(=N1)Cl)CN1C(CCCC1)=O 1-((2,4-dichloropyrimidin-5-yl)methyl)piperidin-2-one